C(CCCCCCCCCCCCCCCCC)NC(CCC(=O)OC)=O methyl 4-(octadecylamino)-4-oxobutanoate